(2R,3R)-3-(6-((5-(difluoromethoxy)-1H-pyrazol-3-yl)amino)-1H-pyrazolo[3,4-b]Pyrazin-1-yl)pentan-2-ol tert-Butyl-6-(Hydroxymethyl)-2-methyl-1H-pyrrolo[3,2-b]pyridine-1-carboxylate C(C)(C)(C)C1=C(N(C=2C1=NC=C(C2)CO)C(=O)O[C@H](C)[C@@H](CC)N2N=CC=1C2=NC(=CN1)NC1=NNC(=C1)OC(F)F)C